1-dodecanoyl-2-(9Z-octadecenoyl)-glycero-3-phosphoserine CCCCCCCCCCCC(=O)OC[C@H](COP(=O)(O)OC[C@@H](C(=O)O)N)OC(=O)CCCCCCC/C=C\CCCCCCCC